4-(4-((1R,5S)-3,8-diazabicyclo[3.2.1]octan-3-yl)-8-fluoro-2-(2-(2-methyl-1H-imidazol-1-yl)ethoxy)pyrido[4,3-d]pyrimidin-7-yl)naphthalen-2-ol [C@H]12CN(C[C@H](CC1)N2)C=2C1=C(N=C(N2)OCCN2C(=NC=C2)C)C(=C(N=C1)C1=CC(=CC2=CC=CC=C12)O)F